(R)-1-(4-(trifluoromethyl)thiazol-2-yl)pyrrolidin FC(C=1N=C(SC1)N1CCCC1)(F)F